6-[4-[3-[(dimethylamino)methyl]-1-piperidinyl]-5,6-difluoro-8-(methylamino)-9H-pyrido[2,3-b]indol-3-yl]-1-(methylamino)-4-oxo-1,8-naphthyridine-3-carboxylic acid CN(C)CC1CN(CCC1)C1=C(C=NC=2NC3=C(C=C(C(=C3C21)F)F)NC)C=2C=C1C(C(=CN(C1=NC2)NC)C(=O)O)=O